C(#N)C1=CC=C(CNC(=O)C2=CC=3C(=C(N=NC3)OCC3(CC3)S(=O)(=O)C)N(C2=O)C)C=C1 N-(4-cyanobenzyl)-1-methyl-8-((1-(methylsulfonyl)cyclopropyl)methoxy)-2-oxo-1,2-dihydropyrido[2,3-d]pyridazine-3-carboxamide